FC=1C=C(C=C(C1F)F)P(Cl)C1=CC(=C(C(=C1)F)F)F bis(3,4,5-trifluorophenyl)chlorophosphine